Isopropyl 2-(((ethoxycarbonyl) (((6ar,10ar)-6,6,9-trimethyl-3-pentyl-6a,7,8,10a-tetrahydro-6H-benzo[c]benzopyran-1-yl) oxy) phosphoryl) amino)-2-methylpropionate C(C)OC(=O)P(=O)(OC1=CC(=CC2=C1[C@H]1[C@H](C(O2)(C)C)CCC(=C1)C)CCCCC)NC(C(=O)OC(C)C)(C)C